(5-chloro-2-(4-chlorothiazol-5-yl)phenyl)methanol ClC=1C=CC(=C(C1)CO)C1=C(N=CS1)Cl